C(=C)[C@H]1[C@H](OC2(O1)CCCCC2)C=O (2S,3S)-3-vinyl-1,4-dioxaspiro[4.5]decane-2-carbaldehyde